2-((6-methoxypyridin-3-yl)methyl)-1-oxo-N-phenyl-1,2-dihydrophthalazine-6-sulfonamide COC1=CC=C(C=N1)CN1C(C2=CC=C(C=C2C=N1)S(=O)(=O)NC1=CC=CC=C1)=O